tert-butyl 4-((8-((tert-butoxycarbonyl)(2-methoxybenzyl)amino)-3-isopropylimidazo[1,2-b]pyridazin-6-yl)amino)piperidine-1-carboxylate C(C)(C)(C)OC(=O)N(C=1C=2N(N=C(C1)NC1CCN(CC1)C(=O)OC(C)(C)C)C(=CN2)C(C)C)CC2=C(C=CC=C2)OC